bis(dinonylphenyl)pentaerythritol diphosphite OP(O)OP(O)O.C(CCCCCCCC)C=1C(=C(C=CC1)C(O)(C(CO)(CO)CO)C1=C(C(=CC=C1)CCCCCCCCC)CCCCCCCCC)CCCCCCCCC